O=C(CNC(=O)C1=CC=CC2=CC=CC=C12)NC1=C(C=CC=C1)SC1=CC=C(C=C1)C(F)(F)F N-(2-oxo-2-((2-((4-(trifluoromethyl)phenyl)thio)phenyl)amino)ethyl)-1-naphthamide